N2-(3-aminopropyl)-N4-(2-ethylhexyl)-N6,N6-Dioctyl-1,3,5-triazine-2,4,6-triamine NCCCNC1=NC(=NC(=N1)NCC(CCCC)CC)N(CCCCCCCC)CCCCCCCC